C1(=CC=C(C=C1)N1N=CCC1C(=O)N)C 1-p-tolyl-4,5-dihydro-1H-pyrazole-5-carboxamide